C(C)(C)(C)N1/C(/C=2C=C3C(=CC2C1=O)C=CC=C3)=N/OC (E)-2-(tert-butyl)-3-(methoxyimino)-2,3-dihydro-1H-benzo[f]isoindol-1-one